benzyl (R)-3-(4-(((R)-4-ethyl-1,1-dioxido-3,4-dihydro-2H-benzo[b][1,4,5]oxathiazepin-2-yl)methyl)-5-methylthiophen-2-yl)-5-(1-ethyl-1H-1,2,3-triazol-4-yl)-2,2-dimethylpentanoate C(C)[C@@H]1CN(S(C2=C(O1)C=CC=C2)(=O)=O)CC=2C=C(SC2C)[C@@H](C(C(=O)OCC2=CC=CC=C2)(C)C)CCC=2N=NN(C2)CC